CC1=CC=C(S1)CS 5-Methylthiophene-2-methanethiol